OC1=CC=C(C=C1)S(=O)(=O)O.[NH+]1=CC=CC=C1 pyridinium p-hydroxybenzenesulfonic acid